N-(4-(3-(6-bromo-7-(((S)-1-(ethylsulfonyl)pyrrolidin-3-yl)amino)-3H-imidazo[4,5-b]pyridin-2-yl)-2,5-dimethyl-1H-pyrrol-1-yl)-3-methylphenyl)methylsulfonamide BrC=1C(=C2C(=NC1)NC(=N2)C2=C(N(C(=C2)C)C2=C(C=C(C=C2)CNS(=O)=O)C)C)N[C@@H]2CN(CC2)S(=O)(=O)CC